C(=O)(O)[C@H]1[C@@H](C1)CC(N1N=CC(=C1)C1=CC=C(C=C1)NC(=O)OC)C1=[N+](C=C(C=C1)C1=C(C(=CC=C1N1N=NN=C1)Cl)F)[O-] |o1:3,4| 2-(2-((1S*,2R*)-2-Carboxycyclopropyl)-1-(4-(4-((methoxycarbonyl)amino)phenyl)-1H-pyrazol-1-yl)ethyl)-5-(3-chloro-2-fluoro-6-(1H-tetrazol-1-yl)phenyl)pyridine 1-oxide